4-(5-(thiophen-2-yl)-2H-tetrazol-2-yl)phenol S1C(=CC=C1)C=1N=NN(N1)C1=CC=C(C=C1)O